COC1=NN(C=C1C(=O)NC1=NC(=CC=C1)C=1N2C(=NN1)CC[C@@H]2C)C2CCOCC2 (S)-3-methoxy-N-(6-(5-methyl-6,7-dihydro-5H-pyrrolo[2,1-c][1,2,4]triazol-3-yl)pyridin-2-yl)-1-(tetrahydro-2H-pyran-4-yl)-1H-pyrazole-4-carboxamide